ethoxy-ethanamine C(C)OC(C)N